BrC1=CC=CC(=N1)P(C)(C)=O (6-bromopyridin-2-yl)dimethylphosphine oxide